COC(C1=C(C(=CC=C1CCOCC1=CC=C(C=C1)OC)[N+](=O)[O-])F)=O 2-Fluoro-6-(2-((4-methoxybenzyl)oxy)ethyl)-3-nitrobenzoic acid methyl ester